C(C)OC(C1=C(C(=CC(=C1F)Cl)N)N)=O 2,3-Diamino-5-chloro-6-fluorobenzoic acid ethyl ester